COC1=CC=C(CN(S(=O)(=O)C=2C=C(CCOC3=NC=CC(=C3)C3=C(C(=CC(=C3)F)C(C)C)CC(=O)O)C=CC2F)CC2=CC=C(C=C2)OC)C=C1 2-(2-(2-(3-(N,N-bis(4-methoxybenzyl)sulfamoyl)-4-fluoro-phenethoxy)pyridin-4-yl)-4-fluoro-6-isopropylphenyl)acetic acid